methyl-2-hydroxyethyl terephthalate C(C1=CC=C(C(=O)[O-])C=C1)(=O)OCC(O)C